bis(1-adamantyl)butylphosphine methanesulphonate CS(=O)(=O)O.C12(CC3CC(CC(C1)C3)C2)C(CCCP)C23CC1CC(CC(C2)C1)C3